FC=1C=C2C(=C(/C(/C2=CC1)=C/C1=CC=C(C=C1)OC1=CC=C(C=C1)F)C)C/C=C/C(=O)NO (2E)-4-[(1Z)-5-Fluoro-1-{[4-(4-fluorophenoxy)phenyl]methylidene}-2-methyl-1H-inden-3-yl]-N-hydroxybut-2-enamide